C[C@H](CCC=C(C)C)[C@H]1CC[C@@H]2[C@@]1(CCC3=C2CC[C@@H]4[C@@]3(CCC(=O)C4)C)C The molecule is a 3-oxo steroid. It has a role as a human metabolite and a Saccharomyces cerevisiae metabolite. It derives from a hydride of a 5alpha-cholestane.